OC1(CCCCC1)C#CC1=CC=C(C=N1)C1=CC(=C2C(=N1)C(=CS2)C(=O)NC)C(F)(F)F 5-[6-[2-(1-hydroxycyclohexyl)ethynyl]-3-pyridinyl]-N-methyl-7-(trifluoromethyl)thieno[3,2-b]pyridine-3-carboxamide